fluorodihydroxyboric acid FOOB(OO)O